FC(C=1N=CC(=NC1)N1CCN(CC1)C(=O)OC(C)(C)C)(F)F Tert-butyl 4-(5-(trifluoromethyl)pyrazin-2-yl)piperazine-1-carboxylate